ClC1=CC(=C(C=C1)NC(OCC1=CC=CC=C1)=O)C(N[C@H](C(C(=O)NC)=O)C[C@H]1C(NCC1)=O)=O benzyl N-[4-chloro-2-[[(1S)-3-(methylamino)-2,3-dioxo-1-[[(3S)-2-oxopyrrolidin-3-yl]methyl]propyl]carbamoyl]phenyl]carbamate